CC1=CC=C(C=C1)C1=C(C=CC=C1)C1NC(NC(=C1C(C)=O)C1=CC=CC=C1)=S 1-{4-[2-(4-Methylphenyl)phenyl]-6-phenyl-2-thioxo-1,2,3,4-tetrahydropyrimidin-5-yl}ethan-1-one